2-((3aR,5s,6aS)-5-(2,4-difluorophenoxy)hexahydrocyclopenta[c]pyrrol-2(1H)-yl)-1-(4-hydroxyphenyl)ethanone FC1=C(OC2C[C@@H]3[C@@H](CN(C3)CC(=O)C3=CC=C(C=C3)O)C2)C=CC(=C1)F